C1(CC1)C(C)O cyclopropylethan-1-ol